BrC=1C(=C(C=C(C1)C#N)N1[C@H](CN(CC1)C(=O)OC(C)(C)C)C)OC tert-butyl (S)-4-(3-bromo-5-cyano-2-methoxyphenyl)-3-methylpiperazine-1-carboxylate